C(C1=CC=CC=C1)N1C(N(C=C1)CC1=C(N=NN1C)C1=CC=C(C=C1)OCOC)=O 1-benzyl-3-((4-(4-(methoxymethoxy)phenyl)-1-methyl-1H-1,2,3-triazol-5-yl)methyl)-1,3-dihydro-2H-imidazol-2-one